[Br-].C(=O)(O)C(CCCC(C(=O)O)(C(=O)O)C(=O)O)(C(=O)O)C1=C(C=CC=C1)P(C1=CC=CC=C1)C1=CC=CC=C1 penta-carboxypentyl-triphenylphosphine bromide